C1N(CCC2=CC=CC=C12)C[C@H](CN1CCOC2=C(C1=O)C=CC(=C2)CN2CC(CC2)O)O 4-[(2R)-3-(3,4-dihydro-1H-isoquinolin-2-yl)-2-hydroxy-propyl]-8-[(3-hydroxypyrrolidine-1-yl)methyl]-2,3-dihydro-1,4-benzoxazepin-5-one